C(CCC)C1=NC(=C(N1)C=O)I 2-BUTYL-5-IODO-3H-IMIDAZOLE-4-CARBALDEHYDE